COC(=O)C1CCC=2N(C1)C=C(N2)C(=O)O 6-(methoxycarbonyl)-5,6,7,8-tetrahydroimidazo[1,2-a]pyridine-2-carboxylic acid